5-cyano-N-(5-(3-fluorobenzyl)pyridin-2-yl)picolinamide C(#N)C=1C=CC(=NC1)C(=O)NC1=NC=C(C=C1)CC1=CC(=CC=C1)F